C(N)(O[C@@H]1C(N([C@@H](C1)CO)C1=NC(=CC=C1NC(=O)C1=NC(=NC=C1)C1=C(C=CC=C1OC)F)Br)C(C)(C)C)=O ((3S,5S)-tert-butyl 1-(6-bromo-3-(2-(2-fluoro-6-methoxyphenyl) pyrimidine-4-carboxamido) pyridin-2-yl)-5-(hydroxymethyl) pyrrolidin-3-yl) carbamate